1-(tert-butyl)-9,10-bis(2-carboxyethyl)carbonyloxyanthracene C(C)(C)(C)C1=CC=CC2=C(C3=CC=CC=C3C(=C12)OC(=O)CCC(=O)O)OC(=O)CCC(=O)O